ethyl 3-[1-(4-{[2-(chloromethyl)phenyl]sulfanyl}butyl)-4-methyl-1H-benzotriazol-5-yl]-3-{3-[(6-hydroxy-2,2-dioxo-2H-1,2λ6,3-benzoxathiazin-3(4H)-yl)methyl]-4-methoxyphenyl}propanoate ClCC1=C(C=CC=C1)SCCCCN1N=NC2=C1C=CC(=C2C)C(CC(=O)OCC)C2=CC(=C(C=C2)OC)CN2S(OC1=C(C2)C=C(C=C1)O)(=O)=O